C(CC)OC(NC=1C=C2CCN(C2=CC1)CC=1SC(=CC1)Cl)=O [1-(5-Chlorothiophen-2-ylmethyl)-2,3-dihydro-1H-indol-5-yl]-carbamic acid propyl ester